C(C)(C)(C)OC(NC1=C(C=NS1)I)=O (4-Iodoisothiazol-5-yl)carbamic acid tert-butyl ester